FC=1C=C(C=CC1F)/C=C/C[C@H]1C[C@@H]2N(CCNC2)C1=O (7S,8aS)-7-((E)-3-(3,4-difluorophenyl)allyl)hexahydropyrrolo[1,2-a]pyrazin-6(2H)-one